p-ethyl-benzoyl chloride C(C)C1=CC=C(C(=O)Cl)C=C1